(1S,3S)-3-((2-((8-amino-6-(3-cyanophenyl)-5-(pyrimidin-4-yl)-[1,2,4]triazolo[1,5-a]pyrazin-2-yl)methyl)-3-fluorobenzyl)amino)cyclobutane-1-carboxylic acid NC=1C=2N(C(=C(N1)C1=CC(=CC=C1)C#N)C1=NC=NC=C1)N=C(N2)CC2=C(CNC1CC(C1)C(=O)O)C=CC=C2F